FC1=C(C(=C2C=CNC2=C1)CC(=O)OCC)OC1=CC(=C(C=C1)F)C(NO)=N ethyl 2-(6-fluoro-5-(4-fluoro-3-(N-hydroxycarbamimidoyl)phenoxy)-1H-indol-4-yl)acetate